C(C1=CC=CC=C1)N1C[C@@H](CC1)N (3R)-1-benzyl-pyrrolidin-3-ylamine